COC(=O)C1=NOC(=C1)C1(CC1)C1=CC=CC=C1 5-(1-phenylcyclopropyl)-1,2-oxazole-3-carboxylic acid methyl ester